2-((S)-2,2-di((Z)-hexadec-9-en-1-yl)-1,3-dioxolan-4-yl)-N,N-dimethylethan-1-amine C(CCCCCCC\C=C/CCCCCC)C1(OC[C@@H](O1)CCN(C)C)CCCCCCCC\C=C/CCCCCC